FC([Si](Cl)(C(F)(F)F)C(C(C(C(C(C(C(C(F)(F)F)(F)F)(F)F)(F)F)(F)F)(F)F)(F)F)(F)F)(F)F Perfluorooctyldimethylchlorosilan